CC(C(=O)[O-])(CCCCC)C 2,2-dimethylheptanoate